5-{4-[(7-chloro-6-oxo-5H-1,5-naphthyridin-3-yl)methyl]piperazin-1-yl}-N-methylpyridine-2-carboxamide ClC=1C(NC=2C=C(C=NC2C1)CN1CCN(CC1)C=1C=CC(=NC1)C(=O)NC)=O